tert-butyl 3-((4-((3-chloro-2,4-difluorophenyl) amino)-6-nitroquinazolin-7-yl) ethynyl)-3-methylpyrrolidine-1-carboxylate ClC=1C(=C(C=CC1F)NC1=NC=NC2=CC(=C(C=C12)[N+](=O)[O-])C#CC1(CN(CC1)C(=O)OC(C)(C)C)C)F